C(C)(C)(C)OC(N[C@@H]1CN(C[C@@H](C1)F)C1=C2C(=C(NC2=C(C=C1F)C(N)=O)C)C)=O ((3S,5R)-1-(7-carbamoyl-5-fluoro-2,3-dimethyl-1H-indol-4-yl)-5-fluoropiperidin-3-yl)carbamic acid tert-butyl ester